Cl.CN1N=C(C2=CC=C(C=C12)N1CCC(CC1)CC1CCNCC1)C1C(NC(CC1)=O)=O 3-(1-methyl-6-(4-(piperidin-4-ylmethyl)piperidin-1-yl)-1H-indazol-3-yl)piperidine-2,6-dione hydrochloride